C12(CC3CC(CC(C1)C3)C2)C=2C=C(C=CC2O)C2=C(C=C(C=C2)C=CC(=O)O)C=NOCC(=O)O 3-[3'-Adamant-1-yl-4'-hydroxy-2-carboxymethoxyiminomethyl-biphenyl-4-yl]-acrylic acid